CN1N=C(C=C1)C1CCC(CC1)C=O 4-(1-methyl-1H-pyrazol-3-yl)cyclohexane-1-carbaldehyde